C(C)OC(\C=C\C1=CC(OC)=C(O)C=C1)=O trans-ferulic acid ethyl ester